FC1=C(C=CC=C1)N(C(CC)=O)C N-(2-fluorophenyl)-N-methylpropanamide